C(#N)C=1C2=C(SC1NC(COC(C(=O)OC)(C)C)=O)CCCC2 methyl 2-(2-((3-cyano-4,5,6,7-tetrahydrobenzo[b]thiophen-2-yl)amino)-2-oxoethoxy)-2-methylpropanoate